4-(4-methoxyphenyl)benzaldehyde COC1=CC=C(C=C1)C1=CC=C(C=O)C=C1